5-Bromo-1-((5-(5-(difluoromethyl)-1,3,4-oxadiazol-2-yl)pyridin-2-yl)methyl)-6-fluoro-3-(piperidin-4-ylmethyl)-1,3-dihydro-2H-benzo[d]imidazol-2-one BrC1=CC2=C(N(C(N2CC2CCNCC2)=O)CC2=NC=C(C=C2)C=2OC(=NN2)C(F)F)C=C1F